BrC1=CC=C(C=C1)C(=O)C=1C=C(C=CC1)C (4-bromophenyl)(m-tolyl)methanone